N-(5-fluoro-2'-isopropyl-[1,1'-biphenyl]-2-yl)-4-(6-((tetrahydro-2H-pyran-4-yl)methyl)-2,6-diazaspiro[3.3]heptan-2-yl)pyridin-3-amine FC=1C=CC(=C(C1)C1=C(C=CC=C1)C(C)C)NC=1C=NC=CC1N1CC2(C1)CN(C2)CC2CCOCC2